5-(5-methyl-2-(4-methyl-3-(pyridin-4-yl)phenylamino)pyrimidin-4-ylamino)benzo[d]oxazol-2(3H)-one CC=1C(=NC(=NC1)NC1=CC(=C(C=C1)C)C1=CC=NC=C1)NC=1C=CC2=C(NC(O2)=O)C1